2-(trimethylsilyl)ethyl-3-nitro-1H-1,2,4-triazole C[Si](CCN1N=C(N=C1)[N+](=O)[O-])(C)C